BrC1=C(C(=CC(=C1)OCOC)Cl)[C@H]1[C@H](C1)C cis-1-bromo-3-chloro-5-(methoxymethoxy)-2-(2-methylcyclopropyl)benzene